4-((Tetrahydro-2H-pyran-3-yl)methoxy)isoindolin O1CC(CCC1)COC1=C2CNCC2=CC=C1